C(C)C=1C(=CC(=NC1)NC=1SC=C(N1)C1=NC=CC=C1)C(F)(F)F N-(5-ethyl-4-(trifluoro-methyl)pyridin-2-yl)-4-(pyridin-2-yl)thiazol-2-amine